FC=1C=C2CCC(N(C2=CC1C(=O)N)C)=O 6-fluoro-1-methyl-2-oxo-1,2,3,4-tetrahydroquinoline-7-carboxamide